CNN1CC=CC=C1NC 1,6-dimethylaminopyridine